C1C=CC2CC=CC12 1,3a,4,6a-tetrahydropentalene